C(C)(=O)N1CCC(CC1)N1N=CC2=C1N(C(C=1C=C(C=C(C21)C(C)OC=2C(=NC(=CC2)Cl)C=2C=CC(=NC2)C(=O)NC)C)=O)C 5-[3-[1-[3-(1-acetyl-4-piperidinyl)-4,7-dimethyl-5-oxo-pyrazolo[3,4-c]isoquinolin-9-yl]ethoxy]-6-chloro-2-pyridinyl]-N-methyl-pyridine-2-carboxamide